[N+](=O)([O-])C1=CC=C(C=C1)OC(CS(=O)CC=1OC=CC1)=O 2-(2-furylmethyl-sulfinyl)-acetic acid-4-nitrophenyl ester